N-(1-(Cyclopropylsulfonyl)piperidin-4-yl)-5-(trifluoromethyl)-4-(1-(2-(trifluoro-methyl)pyridin-3-yl)-1H-imidazol-4-yl)pyrimidin-2-amine C1(CC1)S(=O)(=O)N1CCC(CC1)NC1=NC=C(C(=N1)C=1N=CN(C1)C=1C(=NC=CC1)C(F)(F)F)C(F)(F)F